IMIDAZO[4,5-C]-CHINOLIN N1C=NC=2C=NC=3C=CC=CC3C21